butyl 2-bromoacetate BrCC(=O)OCCCC